(rac)-2-[1-{3-[5-(trifluoromethyl)pyridin-2-yl]pyrazin-2-yl}ethyl]-1H-isoindole-1,3(2H)-dione FC(C=1C=CC(=NC1)C=1C(=NC=CN1)[C@@H](C)N1C(C2=CC=CC=C2C1=O)=O)(F)F |r|